tert-butyl 5-(methanesulfonoimidamidomethyl)-2,3-dihydro-1H-isoindole-2-carboxylate CS(=O)(NCC=1C=C2CN(CC2=CC1)C(=O)OC(C)(C)C)=N